L-valinyl-(4R)-4-(trifluoromethyl)-L-proline benzyl ester, hydrochloride Cl.C(C1=CC=CC=C1)OC([C@H]1N(C[C@@H](C1)C(F)(F)F)C([C@@H](N)C(C)C)=O)=O